5-ethyl-2-[4-[[(1s,3s)-3-hydroxycyclohexyl]amino]pyrido[3,4-d]pyridazin-1-yl]phenol C(C)C=1C=CC(=C(C1)O)C1=C2C(=C(N=N1)N[C@@H]1C[C@H](CCC1)O)C=NC=C2